C(C)(=O)OC1CC2=CC[C@H]3[C@@H]4CCC([C@@]4(C)CC[C@@H]3[C@]2(CC1)C)OC(CCCCCCCCCCCCCCC)=O 3-Acetoxy-17-Palmitoyloxy-5-Androstene